(2s,4s)-2-((3R,4R)-4-(4-(tert-butyl)phenyl)-3-methylpiperidin-1-carbonyl)-7-oxa-5-azaspiro[3.4]octan-6-one C(C)(C)(C)C1=CC=C(C=C1)[C@H]1[C@H](CN(CC1)C(=O)C1CC2(C1)NC(OC2)=O)C